FC1CN(CCC1NC1=CC=CC2=C1SC(=C2CC(F)(F)F)C#CCNC2=C(C=C(C(=O)NCCOC)C=C2)OC)C 4-((3-(7-(((Z)-3-fluoro-1-methylpiperidin-4-yl)amino)-3-(2,2,2-trifluoroethyl)benzo[b]thiophen-2-yl)prop-2-yn-1-yl)amino)-3-methoxy-N-(2-methoxyethyl)benzamide